1-cyclopropyl-4-(4-((4-(cyclopropylamino)5-(trifluoromethyl)-7H-pyrrolo[2,3-d]pyrimidin-2-yl)amino)3-methoxyphenyl)-1,4-azaphosphinane 4-oxide C1(CC1)N1CCP(CC1)(C1=CC(=C(C=C1)NC=1N=C(C2=C(N1)NC=C2C(F)(F)F)NC2CC2)OC)=O